trans-(5-(2-bromo-6-chloropyridin-4-yl)-4-(methylsulfonyl)piperazin-2-yl)methanol BrC1=NC(=CC(=C1)[C@H]1N(C[C@@H](NC1)CO)S(=O)(=O)C)Cl